FC1=C(C=CC(=C1OC=1C=C2C(N(C=NC2=CC1)C=1C=NC(=NC1)N1CCNCC1)=O)F)NS(=O)(=O)C1CCCC1 N-[2,4-difluoro-3-[4-oxo-3-(2-piperazin-1-ylpyrimidin-5-yl)quinazolin-6-yl]oxy-phenyl]cyclopentanesulfonamide